CC1=C2C=C(C(NC2=C(C=C1)C)=O)C=O 5,8-DIMETHYL-2-OXO-1,2-DIHYDRO-3-QUINOLINECARBALDEHYDE